(3-fluoropyrazolo[1,5-a]pyridin-5-yl)methanone FC=1C=NN2C1C=C(C=C2)C=O